(1S,2S,3S,6R)-4-(fluoromethyl)-6-(((4-(trifluoromethyl)cyclohexyl)methyl)amino)cyclohex-4-ene-1,2,3-triol hydrochloride Cl.FCC=1[C@@H]([C@@H]([C@H]([C@@H](C1)NCC1CCC(CC1)C(F)(F)F)O)O)O